1-(5-bromothiophen-3-yl)ethane-1-ol BrC1=CC(=CS1)C(C)O